COC1=CC=C(C=C1)CN1C(N(CCC1=O)C1=CC=C(C=C1)\C=C\OC)=O 3-[(4-methoxyphenyl)methyl]-1-[4-[(e)-2-methoxyvinyl]phenyl]-hexahydropyrimidine-2,4-dione